tert-Butyl 3-cyclopropyl-1-ethyl-5,6-dihydroimidazo[1,5-a]pyrazine-7(8H)-carboxylate C1(CC1)C1=NC(=C2N1CCN(C2)C(=O)OC(C)(C)C)CC